1-cyclopropenyl-6-fluoro-1,4-dihydro-4-oxo-7-(1-piperazinyl)-3-quinolinecarboxylic acid C1(=CC1)N1C=C(C(C2=CC(=C(C=C12)N1CCNCC1)F)=O)C(=O)O